N-(4-cyano-1H-imidazol-5-yl)-3-fluoro-5-(trifluoromethyl)benzamide C(#N)C=1N=CNC1NC(C1=CC(=CC(=C1)C(F)(F)F)F)=O